ClC1=C2C=CC=NC2=C(C=C1)OCC(=O)[O-] 5-chloro-8-quinolinyloxyacetate